2,4-dimethylthienylcarbamate CC=1SC=C(C1NC([O-])=O)C